CN1N=C(N=N1)N(C1CCN(CC1)C(=O)C1=NC=CC(=C1)C1=CC=CC=C1)C1=CC=CC=C1 2-(2-(4-((2-methyl-2H-tetrazol-5-yl)(phenyl)amino)piperidine-1-carbonyl)pyridine-4-yl)benzene